N1C=CC2=C(C=CC=C12)C=1N=C(C2=C(N1)C=CC(=N2)C2=CC=NN2C)N2[C@@H](COCC2)C (R)-4-(2-(1H-indol-4-yl)-6-(1-methyl-1H-pyrazol-5-yl)pyrido[3,2-d]pyrimidin-4-yl)-3-methylmorpholine